5-isopropyl-1-methyl-4,5,6,7-tetrahydro-1H-imidazo[4,5-c]pyridine-2-carboxamide C(C)(C)N1CC2=C(CC1)N(C(=N2)C(=O)N)C